C(C(C(CC)([2H])[2H])=O)([2H])([2H])[2H] pentanone-d5